C(CCC)(=O)OCC1=CC(=C(C=C1)C1=C(C=C(C(=C1)F)F)F)N (R)-3-amino-4-(2,4,5-trifluorophenyl)-benzyl butyrate